3-(((4-Bromo-3-cyanopyrazolo[1,5-a]pyridin-6-yl)oxy)methyl)-3-fluoroazetidine-1-carboxylic acid tert-butyl ester C(C)(C)(C)OC(=O)N1CC(C1)(F)COC=1C=C(C=2N(C1)N=CC2C#N)Br